NC1=NC2=C(C=3C=C(C=NC13)CCC1=C(C=C(C=C1)OC)C)C=CC(=C2)C(=O)P(O)(O)=O (5-amino-2-(4-methoxy-2-methylphenethyl)benzo[f][1,7]naphthyridine-8-carbonyl)phosphonic acid